N-[2-[(5-bromo-3-methylpyrazin-2-yl)oxy]ethyl]-N-methylacetamide BrC=1N=C(C(=NC1)OCCN(C(C)=O)C)C